NCC1=CC2=C(N(C(=N2)CN2C(N(C3=C2C=C(C=C3)F)C3CC3)=O)CCC(C)C)C=C1 3-((5-(aminomethyl)-1-isopentyl-1H-benzo[d]imidazol-2-yl)methyl)-1-cyclopropyl-5-fluoro-1,3-dihydro-2H-benzo[d]imidazol-2-one